C(C)C1=CC=C(C=C1)NC(=O)NC1C(N(CCC1)C1=C(C=C(C=C1)C1=C(C=CC=C1)S(=O)(=O)C)F)=O (4-ethylphenyl)-3-(1-(3-fluoro-2'-(methylsulfonyl)-[1,1'-biphenyl]-4-yl)-2-oxopiperidin-3-yl)urea